C(#N)C1=CC(=NC=C1)C=1OC2=C(C=C(C=C2C(C1)=O)C)C(C)NC1=C(C(=O)O)C=CC=C1 2-[1-[2-(4-Cyano-2-pyridyl)-6-methyl-4-oxo-chromen-8-yl]ethylamino]benzoic acid